CN1N=CC(=C1)C=1C=C(C=C(C1)C=1C=NN(C1)C)[C@@H](C)NC(C1=C(C=CC(=C1)OC[C@H]1CN(CCO1)C)C)=O N-((R)-1-(3,5-bis(1-methyl-1H-pyrazol-4-yl)phenyl)ethyl)-2-methyl-5-(((R)-4-methylmorpholin-2-yl)methoxy)benzamide